O1COC2=C1C=CC(=C2)O benzo[1,3]Dioxol-5-ol